O1CCN(CC1)C=1C2=C(N=C(N1)N/N=C/C=1C=C(C=CC1)C)N=C(S2)C(=O)NC2COCC2 7-morpholino-5-[(2E)-2-(m-tolylmethylene)hydrazino]-N-tetrahydrofuran-3-yl-thiazolo[4,5-d]pyrimidine-2-carboxamide